(1S,4R)-2-((R)-1-phenylethyl)-2-azabicyclo[2.2.1]hept-5-ene C1(=CC=CC=C1)[C@@H](C)N1[C@@H]2C=C[C@H](C1)C2